4-(3-methoxyphenoxy)aniline COC=1C=C(OC2=CC=C(N)C=C2)C=CC1